CC1CN(CC(C1)C)CC1=CC=C(CSC2=C3CN(C(C3=CC=C2)=O)C2C(NC(CC2)=O)=O)C=C1 3-(4-((4-((3,5-dimethylpiperidin-1-yl)methyl)benzyl)thio)-1-oxoisoindolin-2-yl)piperidine-2,6-dione